bis((2,6-diphenyl)phenoxy)zinc C1(=CC=CC=C1)C1=C(O[Zn]OC2=C(C=CC=C2C2=CC=CC=C2)C2=CC=CC=C2)C(=CC=C1)C1=CC=CC=C1